6-chloro-1-[2-[(dimethylamino)meth-yl]-6-isopropyl-phenyl]-4-[(2S,5R)-2,5-dimethyl-4-prop-2-enoyl-piperazin-1-yl]-7-(2-fluoro-phenyl)pyrido[2,3-d]pyrimidin-2-one ClC1=CC2=C(N(C(N=C2N2[C@H](CN([C@@H](C2)C)C(C=C)=O)C)=O)C2=C(C=CC=C2C(C)C)CN(C)C)N=C1C1=C(C=CC=C1)F